FC=1C=C(C=CC1COC1=C(C=C(C=C1)S(=O)(=O)C)C=1C2=C(C(N(C1)C)=O)NC=C2)N2C(NC(CC2)=O)=O 1-(3-fluoro-4-((2-(6-methyl-7-oxo-6,7-dihydro-1H-pyrrolo[2,3-c]pyridin-4-yl)-4-(methylsulfonyl)phenoxy)methyl)phenyl)dihydropyrimidine-2,4(1H,3H)-dione